CN(S(=O)(=O)C=1C(=NC=CC1)NC(=S)NC(C1=NC=C(C=C1)OC(C)C)=N)C N-((3-(N,N-Dimethylsulfamoyl)pyridin-2-yl)carbamothioyl)-5-isopropoxypicolinimidamide